T-pentyliminotris(dimethylamino)tantalum (V) C(C)(C)(CC)N=[Ta](N(C)C)(N(C)C)N(C)C